[NH4+].ClC1=CC(=C(COC2=NN(C=C2)C2CCN(CC2)CC2=NC3=C(N2CC2=CN=CN2C(C)C)C=C(C=C3)C(=O)[O-])C=C1)F 2-((4-(3-((4-chloro-2-fluorobenzyl)oxy)-1H-pyrazol-1-yl)piperidin-1-yl)methyl)-1-((1-isopropyl-1H-imidazol-5-yl)methyl)-1H-benzo[d]imidazole-6-carboxylic acid, ammonium salt